BrC1=CC=C(C=C1)N1C(=C(C(=C1)C1CCCC1)I)C#N 1-(4-bromophenyl)-4-cyclopentyl-3-iodo-1H-pyrrole-2-carbonitrile